Methyl 3-[4-(5,5,8,8-tetramethyl-5,6,7,8-tetrahydronaphthalene-2-carbonyl) phenyl]propanoate CC1(C=2C=CC(=CC2C(CC1)(C)C)C(=O)C1=CC=C(C=C1)CCC(=O)OC)C